C(C1=CC=CC=C1)OC([C@@H](CNC(=O)C1=CC2=NC=CC(=C2S1)OC(C)C)NC(=O)OCC1=CC=CC=C1)=O.ClC=1C=C(C=CC1)N1C(C=CC1=O)=O N-(m-chlorophenyl)maleimide (R)-benzyl-2-(((benzyloxy)carbonyl)amino)-3-(7-isopropoxythieno[3,2-b]pyridine-2-carboxamido)propanoate